C(C)(=O)OC1=CC=C(C=C1)C[C@H]1C(N(C[C@@H]2N(N(CC(N21)=O)CC#C)C(NCC2=CC=CC=C2)=O)CC2=C1C=CC=NC1=CC=C2)=O 4-(((6S,9aS)-1-(benzylcarbamoyl)-4,7-dioxo-2-(prop-2-ynyl)-8-(quinolin-5-ylmethyl)octahydro-1H-pyrazino[2,1-c][1,2,4]triazin-6-yl)methyl)phenyl acetate